5-((S)-2,2-dimethyltetrahydro-2H-pyran-4-yl)-1-((1S,2S)-2-methyl-1-(5-carbonyl-4,5-dihydro-1,2,4-oxadiazol-3-yl)cyclopropyl)-1H-indole-2-carboxylic acid CC1(OCC[C@@H](C1)C=1C=C2C=C(N(C2=CC1)[C@@]1([C@H](C1)C)C1=NOC(N1)=C=O)C(=O)O)C